6-chloro-N-phenyl-[1,2,4]triazolo[4,3-b]pyridazin-3-amine ClC=1C=CC=2N(N1)C(=NN2)NC2=CC=CC=C2